N-[5-amino-2-(4-methylpiperazin-1-yl)phenyl]propanamide NC=1C=CC(=C(C1)NC(CC)=O)N1CCN(CC1)C